1-(7Z,10Z,13Z,16Z-docosatetraenoyl)-2-docosanoyl-glycero-3-phosphoserine CCCCCCCCCCCCCCCCCCCCCC(=O)O[C@H](COC(=O)CCCCC/C=C\C/C=C\C/C=C\C/C=C\CCCCC)COP(=O)(O)OC[C@@H](C(=O)O)N